BrCC(=O)C1(C(N(CC1)C)=O)O (2-bromoacetyl)-3-hydroxy-1-methylpyrrolidin-2-one